2-chloro-4-[[3-(2-hydroxy-3-pyrazol-1-yl-propyl)-1-methyl-2-oxo-benzoimidazol-5-yl]amino]pyridine-3-carbonitrile ClC1=NC=CC(=C1C#N)NC1=CC2=C(N(C(N2CC(CN2N=CC=C2)O)=O)C)C=C1